6-Chloro-N4-isopropyl-2-(propylsulfanyl)pyrimidine-4,5-diamine ClC1=C(C(=NC(=N1)SCCC)NC(C)C)N